N1=CC(=CC=C1)C#CC1=CC=C(C2=NSN=C21)C#CC=2C=NC=CC2 4,7-bis(pyridin-3-ylethynyl)benzo[C][1,2,5]thiadiazole